4-fluoro-7-methyl-N-(3-(methyl(piperidin-4-yl)amino)phenyl)-1H-indole FC1=C2C=CN(C2=C(C=C1)C)C1=CC(=CC=C1)N(C1CCNCC1)C